[Sn].[Be] beryllium tin